6-(methoxymethylene)spiro[2.5]octane-1-carboxylic acid ethyl ester C(C)OC(=O)C1CC12CCC(CC2)=COC